C(CCCCCCC(=O)ON1C(C(CC1=O)S(=O)(=O)O)=O)(=O)ON1C(C(CC1=O)S(=O)(=O)O)=O bis(sulfosuccinimidyl) suberate